2-hydroxy-2-(3-methyl-1,2-oxazol-5-yl)acetonitrile OC(C#N)C1=CC(=NO1)C